ClC1=NN2C(N=C(C=C2)N2[C@H](C[C@@H](C2)O)C2=C(C=CC(=C2)F)F)=C1NC(=O)NC1C(C1)(F)F 1-(2-chloro-5-((2R,4S)-2-(2,5-difluorophenyl)-4-hydroxypyrrolidin-1-yl)pyrazolo[1,5-a]pyrimidin-3-yl)-3-(2,2-difluorocyclopropyl)urea